ClC=1C(=C(C(=C(C1)C(C)=O)O)C=1C=NC(=CC1)Cl)F 1-(5-chloro-3-(6-chloropyridin-3-yl)-4-fluoro-2-hydroxyphenyl)ethan-1-one